ClCC1=NC(=NC(=N1)NC1=CC=C(C=C1)OC1=CC=CC=C1)N 6-(chloromethyl)-N2-(4-phenoxyphenyl)-1,3,5-triazine-2,4-diamine